OC[C@H]1N(CCC1)C1=C2C(=NC(=N1)NC=1N=CN(C1)C1=CC(=C(C(=C1)OC)OC)OC)N(N=C2C)[C@H]2C[C@H](C2)O (cis)-3-(4-((S)-2-(hydroxymethyl)pyrrolidin-1-yl)-3-methyl-6-((1-(3,4,5-trimethoxyphenyl)-1H-imidazol-4-yl)amino)-1H-pyrazolo[3,4-d]pyrimidin-1-yl)cyclobutanol